1,4-dichloro-2,5-dinitrobenzene ClC1=C(C=C(C(=C1)[N+](=O)[O-])Cl)[N+](=O)[O-]